P(O)([O-])[O-].[K+].[K+] dipotassium hydrogenphosphite